2-propenyl-4,6-dibenzoylresorcinol C(=CC)C1=C(O)C(=CC(=C1O)C(C1=CC=CC=C1)=O)C(C1=CC=CC=C1)=O